C123C4OOCCC4=CC4CC(C(C(CC1)CC2)C43)=O dioxapentacyclo[11.2.2.11,9.02,7.012,18]octadec-7-en-11-one